2,6-Dibenzyloxy-3-[4-[4-(dimethoxymethyl)-1-piperidyl]phenyl]pyridine C(C1=CC=CC=C1)OC1=NC(=CC=C1C1=CC=C(C=C1)N1CCC(CC1)C(OC)OC)OCC1=CC=CC=C1